1-{[1-(4-Methoxyphenyl)cyclopentyl]carbonyl}-N-pyrimidin-2-yl-D-prolinamide COC1=CC=C(C=C1)C1(CCCC1)C(=O)N1[C@H](CCC1)C(=O)NC1=NC=CC=N1